C(C1=CC=CC=C1)OC=1C=C(C(=O)O[C@H]2[C@@H](OC3=CC(=CC(=C3C2)OCC2=CC=CC=C2)OCC2=CC=CC=C2)C2=CC(=C(C(=C2)OCC2=CC=CC=C2)OCC2=CC=CC=C2)OCC2=CC=CC=C2)C=CC1[N+](=O)[O-] (2S,3R)-5,7-bis(benzyloxy)-2-(3,4,5-tris(benzyloxy)phenyl)chroman-3-yl 3-(benzyloxy)-4-nitrobenzoate